6-(4-chlorophenyl)-N-[(1s,2r)-3,3-difluoro-2-hydroxycyclohexyl]-3-oxo-2-(pyridin-3-yl)-2,3-dihydropyridazine-4-carboxamide ClC1=CC=C(C=C1)C=1C=C(C(N(N1)C=1C=NC=CC1)=O)C(=O)N[C@@H]1[C@H](C(CCC1)(F)F)O